NC1=NC=2C=CC(=CC2C2=C1C=NN2C)C(=O)N(N2C(CCC2)=O)CC2=NC1=C(N2C)C=CC(=C1)Cl 4-amino-N-((5-chloro-1-methyl-1H-benzo[d]imidazol-2-yl)methyl)-1-methyl-N-(2-oxopyrrolidin-1-yl)-1H-pyrazolo[4,3-c]quinoline-8-carboxamide